4-(5-(3-amino-8-azabicyclo[3.2.1]octane-8-Carbonyl)-2-(5-fluoro-3-pentylbenzo[d]isoxazol-6-yl)thiophen-3-yl)-2-fluorobenzonitrile NC1CC2CCC(C1)N2C(=O)C2=CC(=C(S2)C2=CC1=C(C(=NO1)CCCCC)C=C2F)C2=CC(=C(C#N)C=C2)F